4-(4-methoxycinnamoyloxy)biphenyl COC1=CC=C(C=CC(=O)OC2=CC=C(C=C2)C2=CC=CC=C2)C=C1